methyl 2-(2-(4-fluoro-5-hydroxy-6-methoxybenzo[b]thiophen-2-yl)cyclopropyl)acetate FC1=C(C(=CC=2SC(=CC21)C2C(C2)CC(=O)OC)OC)O